1-vinyl-3-dodecyl-sulfonic acid C(=C)CCC(CCCCCCCCC)S(=O)(=O)O